C(C)(C)NC(C1=CN=CC=C1)=O N-isopropylnicotinamide